(1R,4R)-4-amino-2'-[(2R)-3-hydroxy-2-methylpropyl]spiro[cyclohexane-1,1'-indene]-4-carboxylic acid methyl ester COC(=O)C1(CCC2(C(=CC3=CC=CC=C23)C[C@H](CO)C)CC1)N